C(C)N1N=C(C(=C1)C1=NC(=NC(=C1)N1CC(C1)NC)N)C 4-(1-ethyl-3-methyl-1H-pyrazol-4-yl)-6-(3-(methylamino)azetidin-1-yl)pyrimidin-2-amine